lithium ethyl-sulphonate C(C)S(=O)(=O)[O-].[Li+]